dimethyl-({[5-(tetramethyl-1,3,2-dioxaborolan-2-yl)thiophen-2-yl]methyl})amine CN(CC=1SC(=CC1)B1OC(C(O1)(C)C)(C)C)C